CN1N=CC(=C1)C1=C(C(=O)O)C=CC=C1 (1-methyl-1H-pyrazol-4-yl)benzoic acid